4-[5-(2-cyclohexylethoxy)-2-pyridyl]tetrahydropyran C1(CCCCC1)CCOC=1C=CC(=NC1)C1CCOCC1